C(C1=CC=CC=C1)N1CC2=NC(=C(C(=C2C1)Cl)CO)Cl (6-benzyl-2,4-dichloro-5,7-dihydropyrrolo[3,4-b]pyridin-3-yl)methanol